(3S)-3-[tert-butyl(dimethyl)silyl]oxy-1-(2-hydroxyethyl)pyrrolidin-2-one [Si](C)(C)(C(C)(C)C)O[C@@H]1C(N(CC1)CCO)=O